OC(COC1=CC(=NC=C1)C=1N=C(C2=C(N1)CCC2)N(CCN2CCCCC2)C)(C)C 2-({2-[4-(2-hydroxy-2-methylpropoxy)pyridin-2-yl]-5H,6H,7H-cyclopenta[d]pyrimidin-4-yl}(methyl)amino)-1-(piperidin-1-yl)ethan